C(C)(=O)N1CCN(CC1)C1=C(SC=C1)C(=O)NC=1SC=C(N1)C1=C(C=CC=C1)Cl (4-acetylpiperazin-1-yl)-N-(4-(2-chlorophenyl)thiazol-2-yl)thiophene-2-carboxamide